BrC=1C=CC2=C(O[C@@H](C(N2C(C)C2=NC=CC(=N2)C(F)(F)F)=O)C)C1 (2R)-7-bromo-2-methyl-4-(1-(4-(trifluoromethyl)pyrimidin-2-yl)ethyl)-2H-benzo[b][1,4]oxazin-3(4H)-one